(S)-2-(4-(5-chloro-2-(4-chloro-1H-1,2,3-triazol-1-yl)phenyl)-6-oxopyrimidin-1(6H)-yl)-N-(2-methyl-2H-5-indazolyl)butanamide ClC=1C=CC(=C(C1)C=1N=CN(C(C1)=O)[C@H](C(=O)NC1=CC2=CN(N=C2C=C1)C)CC)N1N=NC(=C1)Cl